S(=O)(=O)(C1=CC=C(C)C=C1)N1CC2C(C2C1)C(=O)Cl 3-tosyl-3-azabicyclo[3.1.0]hexane-6-carbonyl chloride